C(#N)CC1(CC1)CNC=1C=C(C(=O)OC)C=C(C1[N+](=O)[O-])F methyl 3-(((1-(cyanomethyl)cyclopropyl)methyl)amino)-5-fluoro-4-nitrobenzoate